8-[(1R)-1-[(2-Isothiazol-5-yl-3-pyridyl)amino]-ethyl]-3,6-dimethyl-2-phenyl-chromen-4-one S1N=CC=C1C1=NC=CC=C1N[C@H](C)C=1C=C(C=C2C(C(=C(OC12)C1=CC=CC=C1)C)=O)C